FC1=C(CN2[C@@H](CCC2=O)CC(=O)N[C@H](C(=O)N(C)OC)C(C)C)C=CC=C1F (S)-2-(2-((S)-1-(2,3-Difluorobenzyl)-5-oxopyrrolidin-2-yl)acetamido)-N-methoxy-N,3-dimethylbutanamide